neodymium (p-nonylphenyl) (p-nonylphenyl)phosphonate C(CCCCCCCC)C1=CC=C(C=C1)P(OC1=CC=C(C=C1)CCCCCCCCC)([O-])=O.[Nd+3].C(CCCCCCCC)C1=CC=C(C=C1)OP([O-])(=O)C1=CC=C(C=C1)CCCCCCCCC.C(CCCCCCCC)C1=CC=C(C=C1)OP([O-])(=O)C1=CC=C(C=C1)CCCCCCCCC